8,9-diaminofluoranthene NC=1C=C2C3=CC=CC4=CC=CC(C2=CC1N)=C43